N-(4-Methoxy-benzyl)-3-[3-(3-trifluoromethoxy-benzyl)-3H-imidazo[4,5-b]pyridin-2-yl]-propionamide COC1=CC=C(CNC(CCC2=NC=3C(=NC=CC3)N2CC2=CC(=CC=C2)OC(F)(F)F)=O)C=C1